NC1=NN(C=2CN(CCC21)C(=O)OCC2=CC=CC=C2)C(=O)C2CCNC1=CC=CC=C21 benzyl 3-amino-1-(1,2,3,4-tetrahydro-quinoline-4-carbonyl)-4,5-dihydro-1H-pyrazolo[3,4-c]pyridine-6(7H)-carboxylate